[Br-].CO[Ti+](OC)OC Trimethoxytitanium bromide